N1N=NN=C1CC(=O)O tetrazoleacetic acid